cis-2-(5-Fluoropyridin-2-yl)-3-iodo-5a,6,6a,7-tetrahydro-5H-cyclopropa[e]pyrazolo[5,1-b][1,3]oxazepine FC=1C=CC(=NC1)C1=NN2C(OC[C@H]3[C@@H](C2)C3)=C1I